C(C)N(CCCC(=O)[O-])CC 4-(diethylamino)butanoate